FC(C(=NO)C1=CC=C(C=C1)OC)(F)F 2,2,2-trifluoro-1-(4-methoxyphenyl)-ethanone oxime